COC=1C=C2C(C=3C(=NC2=CC1)C=1C=C2C(=CC1C3C3=CC=CC=C3)C=CC=C2)(C)C 2-methoxy-13,13-dimethyl-12-phenyl-13H-benzo[5,6]indeno[1,2-b]quinoline